tert-butyl-3-amino-N-[1-(1,3-benzothiazol-2-yl)-2-(3-cyanophenyl)ethyl]benzenesulfonamide C(C)(C)(C)C1=C(C=CC=C1N)S(=O)(=O)NC(CC1=CC(=CC=C1)C#N)C=1SC2=C(N1)C=CC=C2